(1S,2S,3R,5S)-3-(4-amino-5-methyl-7H-pyrrolo[2,3-d]pyrimidin-7-yl)-5-((5-fluoro-1,2,3,4-tetrahydroisoquinolin-8-yl)oxy)cyclopentane-1,2-diol NC=1C2=C(N=CN1)N(C=C2C)[C@H]2[C@@H]([C@@H]([C@H](C2)OC=2C=CC(=C1CCNCC21)F)O)O